CS(=O)(=O)N1CCCC2=CC=C(C=C12)N 1-(methylsulfonyl)-1,2,3,4-tetrahydroquinolin-7-amine